CN(CCNC(C1=C(C=CC(=C1)C=1C(=NC=CC1)OCC)N1[C@@H](CN(CC1)C(C1=C(C=C(C=C1)F)N1N=CC=C1)=O)CC)=O)C N-[2-(dimethylamino)ethyl]-5-(2-ethoxypyridin-3-yl)-2-[(2R)-2-ethyl-4-[4-fluoro-2-(1H-pyrazol-1-yl)benzoyl]piperazin-1-yl]benzamide